2,2'-((2-((2-aminoethyl)(2-(3-(2-((cyanomethyl)amino)eth-yl)-2-oxoimidazolidin-1-yl)ethyl)amino)ethyl)azane-diyl)diacetonitrile NCCN(CCN(CC#N)CC#N)CCN1C(N(CC1)CCNCC#N)=O